ClC=1C=C(C=CC1F)NC(N(C)[C@H](C)C1=CNC(C2=CC(=CC=C12)OC)=O)=O |r| Racemic-3-(3-chloro-4-fluorophenyl)-1-(1-(7-methoxy-1-oxo-1,2-dihydroisoquinolin-4-yl)ethyl)-1-methylurea